2-(bicyclo[2.2.1]hept-5-en-2-yl)-N-(6-(4-(hydroxymethyl)-4-((tris(4-methoxyphenyl)methoxy)methyl)piperidin-1-yl)-6-oxohexyl)acetamide C12C(CC(C=C1)C2)CC(=O)NCCCCCC(=O)N2CCC(CC2)(COC(C2=CC=C(C=C2)OC)(C2=CC=C(C=C2)OC)C2=CC=C(C=C2)OC)CO